diglycerol dilinoleate C(CCCCCCC\C=C/C\C=C/CCCCC)(=O)O.C(CCCCCCC\C=C/C\C=C/CCCCC)(=O)O.OCC(O)CO.OCC(O)CO